Methyl 5-bromo-6-oxo-1-((tetrahydro-2H-pyran-4-yl) methyl)-1,6-dihydropyridine-3-carboxylate BrC1=CC(=CN(C1=O)CC1CCOCC1)C(=O)OC